tris(ethylmethylamino)(ethylcyclopentadienyl)hafnium C(C)N(C)[Hf](C1(C=CC=C1)CC)(N(CC)C)N(CC)C